6-((R)-5H-imidazo[5,1-a]isoindol-5-yl)-5,6,7,8-tetrahydrophthalazin-5-ol C=1N=CN2C1C1=CC=CC=C1[C@H]2C2C(C=1C=NN=CC1CC2)O